3-[3-(4-Methylaminomethyl-phenyl)-isoxazol-5-yl]-5-[4-(Propan-2-sulfonyl)-phenyl]-pyrazin-2-ylamin CNCC1=CC=C(C=C1)C1=NOC(=C1)C=1C(=NC=C(N1)C1=CC=C(C=C1)S(=O)(=O)C(C)C)N